C(C)[C@]1(C(OCC=2C(N3CC=4C(=NC=5C=C(C(=C6C5C4[C@](CC6)(CO)O)C)F)C3=CC21)=O)=O)O (1R,9S)-9-ethyl-5-fluoro-1,9-dihydroxy-1-(hydroxymethyl)-4-methyl-1,2,3,9,12,15-hexahydro-10H,13H-benzo[de]pyrano[3',4':6,7]indolizino[1,2-b]quinoline-10,13-dione